C1(CCCC1)N1C(N(CC1)C1CN(CCC1)C=1N=C(C(=NC1)C(=O)N)NC1=CC=C(C=C1)C1CCNCC1)=O (3-(3-cyclopentyl-2-oxoimidazolin-1-yl)piperidin-1-yl)-3-((4-(piperidin-4-yl)phenyl)amino)pyrazine-2-carboxamide